BrC(C(=O)N1[C@H](CN(CC1)C=1C2=C(N=C(N1)OC[C@H]1N(CCC1)C)CN(CC2)C2=CC=CC1=CC=CC(=C21)Cl)CC#N)=C 2-((S)-1-(2-bromoacryloyl)-4-(7-(8-chloronaphthalen-1-yl)-2-(((S)-1-methylpyrrolidin-2-yl)methoxy)-5,6,7,8-tetrahydropyrido[3,4-d]pyrimidin-4-yl)piperazin-2-yl)acetonitrile